N-[4-methyl-5-({4-[(2S)-2-{[8-(trifluoromethyl)quinazolin-4-yl]amino}propyl]piperazin-1-yl}sulfonyl)-1,3-thiazol-2-yl]morpholine-4-carboxamide CC=1N=C(SC1S(=O)(=O)N1CCN(CC1)C[C@H](C)NC1=NC=NC2=C(C=CC=C12)C(F)(F)F)NC(=O)N1CCOCC1